N-(2-methoxy-6-(2-methoxypyrimidin-5-yl)pyridin-3-yl)-5-methyl-3-phenylisoxazole-4-carboxamide COC1=NC(=CC=C1NC(=O)C=1C(=NOC1C)C1=CC=CC=C1)C=1C=NC(=NC1)OC